BrC1=C2C(=NC(=C1)CBr)CCO2 7-bromo-5-(bromomethyl)-2,3-dihydrofuro[3,2-b]Pyridine